Cl.CC1(C(NC2=C(O1)C(=NC=N2)N2CCC(CC2)CCNS(=O)(=O)N)=O)C N-(2-(1-(6,6-dimethyl-7-oxo-7,8-dihydro-6H-pyrimido[5,4-b][1,4]oxazin-4-yl)piperidin-4-yl)ethyl)sulfamide hydrochloride